tert-butyl 1-(5-((tetrahydro-2H-pyran-2-yl)oxy)pentyl)cyclopropane-1-carboxylate O1C(CCCC1)OCCCCCC1(CC1)C(=O)OC(C)(C)C